4-chloro-3-(4-(2-((1R,3s,5S)-6,6-difluorobicyclo[3.1.0]hexan-3-yl)-2-(1,2,3,4-tetrahydropyrrolo[1,2-a]pyrazine-6-carboxamido)acetamido)phenyl)-2-methylpyridine 1-oxide ClC1=C(C(=[N+](C=C1)[O-])C)C1=CC=C(C=C1)NC(C(NC(=O)C1=CC=C2N1CCNC2)C2C[C@H]1C([C@H]1C2)(F)F)=O